C(C)OC(C1=CN=C(C(=C1NC(C)C)[N+](=O)[O-])Cl)=O 6-chloro-4-(isopropylamino)-5-nitronicotinic acid ethyl ester